COC=1C=CC=2C[C@@H]3[C@@H]4CC[C@H](C[C@@]4(C2C1)CCN3C)OCCOCCOCCOC (6β)-3-methoxy-6-{2-[2-(2-methoxyethoxy)ethoxy]ethoxy}-17-methylmorphinan